(2S,5S)-tert-butyl 5-(4-chlorobenzyl)-2-((2-methyl-2H-tetrazol-5-yl)methyl)-morpholine-4-carboxylate ClC1=CC=C(C[C@H]2CO[C@H](CN2C(=O)OC(C)(C)C)CC=2N=NN(N2)C)C=C1